OC=1C(=NC=CC1)C(=O)N hydroxypicolinamide